5-(methylamino)-6-(3-methylimidazo[4,5-c]pyridin-7-yl)-3-[4-[(4-methylpiperazin-1-yl)methyl]anilino]pyrazine-2-carboxamide CNC=1N=C(C(=NC1C=1C2=C(C=NC1)N(C=N2)C)C(=O)N)NC2=CC=C(C=C2)CN2CCN(CC2)C